C(C)(C)(C)OC(=O)N1CCC(CC1)(C1=C(C=CC=C1)Cl)N 4-amino-4-(2-chlorophenyl)piperidine-1-carboxylic acid tert-butyl ester